N-(2-sulfoethyl)ethylenediamine S(=O)(=O)(O)CCNCCN